2-(diethylamino)-N-mesityl-acetamide hydrochloride Cl.C(C)N(CC(=O)NC1=C(C=C(C=C1C)C)C)CC